NC=1SC2=C(N1)C(=CC=C2F)C2=C(C=C1C(=NC(=NC1=C2F)OC[C@]21CCCN1C[C@@H](C2)F)N2CC(CC2)C#N)C(F)(F)F 1-(7-(2-amino-7-fluorobenzo[d]thiazol-4-yl)-8-fluoro-2-(((2R,7aS)-2-fluorotetrahydro-1H-pyrrolizin-7a(5H)-yl)methoxy)-6-(trifluoromethyl)quinazolin-4-yl)pyrrolidine-3-carbonitrile